C(C)C1=NC(=NC=C1OC1CCCCC1)C=1C=NN(C1CNC1=NC=CC(=N1)OCCOC)C (1S,3S)-3-((4-Ethyl-2-(5-(((4-(2-methoxyethoxy)pyrimidin-2-yl)amino)methyl)-1-methyl-1H-pyrazol-4-yl)pyrimidin-5-yl)oxy)cyclohexan